COC=1C=C(SC1)C1=CC=CC2=NC3=CC=CC=C3C(=C12)C1=CC=CC=C1 (4-Methoxythiophenyl)-9-phenylacridine